(E)-3-phenyl-2-butenoic acid ethyl ester C(C)OC(\C=C(/C)\C1=CC=CC=C1)=O